C1(CCCCC1)P(=O)(C1=C(C=CC=C1)C1=C(C=CC=C1OC(C)C)OC(C)C)C1CCCCC1 dicyclohexyl-[2-(2,6-diisopropoxyphenyl)phenyl]phosphaneOn